C(C)OC(CCCCCCCCCCC)OCC lauraldehyde diethyl acetal